6-((1R,2R)-2-(3-cyano-1H-pyrazol-1-yl)cyclobutyl)-4-oxo-1-((S)-1-(6-(trifluoromethyl)pyridin-3-yl)ethyl)-4,5-dihydro-1H-pyrazolo[3,4-d]pyrimidine-3-carbonitrile C(#N)C1=NN(C=C1)[C@H]1[C@@H](CC1)C=1NC(C2=C(N1)N(N=C2C#N)[C@@H](C)C=2C=NC(=CC2)C(F)(F)F)=O